tertbutyl 4-(2-aminoethyl)piperidine-1-carboxylate NCCC1CCN(CC1)C(=O)OC(C)(C)C